thiophen-3-amine oxalate salt C(C(=O)O)(=O)O.S1C=C(C=C1)N